(S)-6-((4-((2-hydroxy-1-phenylethyl)amino)-5-(5-(2-hydroxypropan-2-yl)-1,3,4-oxadiazol-2-yl)pyridin-2-yl)amino)-1-methyl-1,2-dihydro-3H-indazol-3-one OC[C@H](C1=CC=CC=C1)NC1=CC(=NC=C1C=1OC(=NN1)C(C)(C)O)NC1=CC=C2C(NN(C2=C1)C)=O